2-methyl-4-(4,4,5,5-tetramethyl-1,3,2-dioxaborolan-2-yl)triazole CN1N=CC(=N1)B1OC(C(O1)(C)C)(C)C